OCCN(C1=CC=C(C=C1)/C=C/CC1=CC=C(C=C1)[N+](=O)[O-])C (E)-3-[4-[2-Hydroxyethyl(methyl)amino]phenyl]-1-(4-nitrophenyl)prop-2-en